4-[4-(5-chloro-1,3-benzoxazol-2-yl)piperidin-1-yl]-1,6-dimethyl-2-oxo-1,2-dihydroquinoline-3-carboxamide ClC=1C=CC2=C(N=C(O2)C2CCN(CC2)C2=C(C(N(C3=CC=C(C=C23)C)C)=O)C(=O)N)C1